ClC=1C=C2C3=C(NC2=CC1)C=1N(CC3)C(C3=C(N1)N=CC=C3)=O 10-chloro-8,13-dihydropyrido[2'',3'':4',5']pyrimido[1',2':1,2]pyrido[3,4-b]indol-5(7H)-one